C(C)OC(=O)C1CC=2C(=NC=CC2C)C1 4-methyl-6,7-dihydro-5H-cyclopenta[b]pyridine-6-carboxylic acid ethyl ester